N-(3-(7-(dimethylphosphinoyl)-2-methyl-2,3-dihydro-[1,4]dioxino[2,3-c]pyridin-5-yl)-1-methyl-1H-pyrrolo[2,3-c]pyridin-5-yl)acetamide CP(=O)(C1=CC2=C(C(=N1)C1=CN(C3=CN=C(C=C31)NC(C)=O)C)OCC(O2)C)C